dodecyl α-chlorododecanoate ClC(C(=O)OCCCCCCCCCCCC)CCCCCCCCCC